C(C)(=O)ON=C(C)C=1C=CC=2N(C3=CC=C(C=C3C2C1)C(C1=C(C=CC=C1)C)=O)CC 1-[9-ethyl-6-(2-methylbenzoyl)-9H-carbazol-3-yl]ethanone-1-O-acetyloxime